ClC=1C=CC(=C(C1)NC(C(=O)NC(C(=O)NC1=C(C(=O)O)C=CC=C1)CC1=CC=CC=C1)=O)N1N=CN=C1 2-(2-(((5-chloro-2-(1H-1,2,4-triazol-1-yl)phenyl)amino)-2-oxoacetamido)-3-phenylpropionamido)benzoic acid